N-(3-oxa-9-azabicyclo[3.3.1]nonan-7-yl)-7,8,9,10-tetrahydro-6H-azepino[1,2-a]indole-11-carboxamide C12COCC(CC(C1)NC(=O)C1=C3N(C4=CC=CC=C14)CCCCC3)N2